(E)-3-(3,4-Bis((tert-butyldimethylsilyl)oxy)phenyl)acrylic acid [Si](C)(C)(C(C)(C)C)OC=1C=C(C=CC1O[Si](C)(C)C(C)(C)C)/C=C/C(=O)O